4'-(6-acryloxyhexyloxy)biphenyl-4-carboxylic acid C(C=C)(=O)OCCCCCCOC1=CC=C(C=C1)C1=CC=C(C=C1)C(=O)O